[N+](=O)([O-])C1=C(C=CC=C1)S(=O)(=O)NC1=CC=C(C=C1)CCCC(=O)O 4-(4-(2-nitrobenzenesulfonyl)aminophenyl)butyric acid